Cl.NC1CCC(CC1)(O)C1=CN=NN1 4-Amino-1-(1H-1,2,3-triazol-5-yl)cyclohexanol hydrogen chloride salt